BrC1=CN(C=2N=CN=C(C21)NCC2=NC(=CN=C2)N2C[C@H](N[C@H](C2)C)C)S(=O)(=O)C2=CC=C(C)C=C2 5-Bromo-N-((6-((3R,5S)-3,5-dimethylpiperazin-1-yl)pyrazin-2-yl)methyl)-7-tosyl-7H-pyrrolo[2,3-d]pyrimidin-4-amine